FC(C1=CC=C(C=N1)C1=CN=CC(=N1)C(=O)O)(F)F 6-(6-(trifluoromethyl)pyridin-3-yl)pyrazine-2-carboxylic acid